C(N1C(N(C(C1)C(=O)N)C1=NC(=CC(=C1)C(F)(F)F)C)=O)([2H])([2H])[2H] 1-(methyl-d3)-3-(6-methyl-4-(trifluoromethyl)pyridin-2-yl)-2-oxoimidazolidine-4-carboxamide